6-fluoro-4-methoxy-3,4-dihydro-2H-quinoline-8-carbonitrile FC=1C=C2C(CCNC2=C(C1)C#N)OC